6-(2-(((1r,4r)-4-cyano-4-methylcyclohexyl)amino)-4-methoxypyrrolo[2,1-f][1,2,4]triazin-5-yl)-8-fluoro-N-methylimidazo[1,2-a]pyridine-3-carboxamide C(#N)C1(CCC(CC1)NC1=NN2C(C(=N1)OC)=C(C=C2)C=2C=C(C=1N(C2)C(=CN1)C(=O)NC)F)C